CC(CC1NC(N(C1=O)C1CC2(CC(C2)OC2=NC=CC=C2C(=O)N)C1)=O)CCC 2-{[(αR)-6-[4-(2-methylpentyl)-2,5-dioxoimidazolidin-1-yl]spiro[3.3]heptan-2-yl]oxy}pyridine-3-carboxamide